(R)-1-((1R,5S,6S)-3-azabicyclo[3.1.0]hex-6-yl)-3-hydroxypyrrolidin-2-one hydrochloride Cl.[C@@H]12CNC[C@H]2C1N1C([C@@H](CC1)O)=O